2-cyclopropyl-4-oxo-4,5-dihydrofuran C1(CC1)C=1OCC(C1)=O